CN1CCC(CC1)NC(=N)NC1=NC2=CC=CC=C2C(=N1)C 1-(1-Methylpiperidin-4-yl)-3-(4-methylquinazolin-2-yl)guanidine